C(#N)C=1C(=C(C=CC1)C=1CCCC2=C(C1C1=CC=C(C=C1)C=C1CN(C1)CCCF)C=CC(=C2)C(=O)O)C 8-(3-cyano-2-methylphenyl)-9-(4-((1-(3-fluoropropyl)azetidin-3-ylidene)methyl)phenyl)-6,7-dihydro-5H-benzo[7]annulene-3-carboxylic acid